S1C(=NC2=C1C=CC=C2)[C@H]2N(CC1(C3=C2N=CN3)CC1)C(=O)C1=CN=C(O1)C1=NC=CC=C1 (S)-(4'-(benzo[d]thiazol-2-yl)spiro[cyclopropane-1,7'-imidazo[4,5-c]pyridin]-5'(1'H,4'H,6'H)-yl)(2-(pyridin-2-yl)oxazol-5-yl)methanone